BrCC(=O)C12COC(CC1)(CC2)C 2-bromo-1-(1-methyl-2-oxabicyclo[2.2.2]octan-4-yl)ethanone